C(CC)OC1=CC=C(C=C1)S(=O)(=O)C1=CC=C(C=C1)O 4-[{4-(propoxy)phenyl}sulfonyl]phenol